Ethyl 2-(3-acetylphenyl)oxazole-5-carboxylate C(C)(=O)C=1C=C(C=CC1)C=1OC(=CN1)C(=O)OCC